ClC1=NC(=CN=C1)OC1CCNCC1 2-chloro-6-(piperidin-4-yloxy)pyrazine